2-(2,5-difluoro-4-(1H-pyrazol-4-yl)phenyl)-7-(2,2,6,6-tetramethylpiperidin-4-yl)imidazo[1,2-a]pyrimidine formate C(=O)O.FC1=C(C=C(C(=C1)C=1C=NNC1)F)C=1N=C2N(C=CC(=N2)C2CC(NC(C2)(C)C)(C)C)C1